3-((8-methoxy-2-(6-methoxypyridin-3-yl)-2,3-dihydrobenzo[b][1,4]dioxin-6-yl)methyl)-N-methyl-3H-imidazo[4,5-b]pyridin-6-amine COC1=CC(=CC2=C1OC(CO2)C=2C=NC(=CC2)OC)CN2C=NC=1C2=NC=C(C1)NC